BrC=1C=2N(C=CC1)N=C(C2)[C@@H]2N(CCC1=C2N=CN1)C(=O)C=1OC(=NN1)C1=NN(C=C1)C (R)-(4-(4-bromopyrazolo[1,5-a]pyridin-2-yl)-1,4,6,7-tetrahydro-5H-imidazo[4,5-c]pyridin-5-yl)(5-(1-methyl-1H-pyrazol-3-yl)-1,3,4-oxadiazol-2-yl)methanone